(Z)-N'-(3-(3-(3-(pentafluorosulfanyl)-5-(trifluoromethyl)phenyl)-1H-1,2,4-triazol-1-yl)acryloyl)cyclobutanecarbohydrazide FS(C=1C=C(C=C(C1)C(F)(F)F)C1=NN(C=N1)\C=C/C(=O)NNC(=O)C1CCC1)(F)(F)(F)F